C[C@H]1N(S(OC1)(=O)=O)C(=O)[O-] (R)-4-methyl-1,2,3-oxathiazolidine-3-carboxylate 2,2-dioxide